2-((4-((S)-2-(5-chloropyridin-2-yl)-2-methylbenzo[d][1,3]dioxol-4-yl)piperidin-1-yl)methyl)-7-fluoro-N-hydroxy-1-(((S)-oxetan-2-yl)methyl)-1H-benzo[d]imidazole-5-carboxamidine ClC=1C=CC(=NC1)[C@@]1(OC2=C(O1)C=CC=C2C2CCN(CC2)CC2=NC1=C(N2C[C@H]2OCC2)C(=CC(=C1)C(=N)NO)F)C